(Z)-1-(4-amino-2-fluoro-but-2-en-1-yl)-2-methyl-4-(3-(N-methylsulfamoyl)phenyl)-1H-benzo[d]imidazole-6-carboxylic acid methyl ester COC(=O)C=1C=C(C2=C(N(C(=N2)C)C/C(=C/CN)/F)C1)C1=CC(=CC=C1)S(NC)(=O)=O